2-[tert-butyl(dimethyl)silyl]oxypropan-1-ol [Si](C)(C)(C(C)(C)C)OC(CO)C